4-(3-isopropyl-5-(1-(pyrrolidin-3-ylmethyl)piperidin-4-yl)-6-(trifluoromethyl)-1H-indol-2-yl)-1H-pyrazolo[3,4-b]pyridine C(C)(C)C1=C(NC2=CC(=C(C=C12)C1CCN(CC1)CC1CNCC1)C(F)(F)F)C1=C2C(=NC=C1)NN=C2